5-(5,6,7,8-tetrahydro-1,8-naphthyridin-2-yl)pentan-2-amine N1=C(C=CC=2CCCNC12)CCCC(C)N